C1(CC1)CS(=O)(=O)N[C@H]1C[C@@H]2N(C(N(C2)C2=NOC3=C2C(=CC=C3)C3=C(C=CC=C3F)F)=O)C1 1-cyclopropyl-N-{(6S,7aS)-2-[4-(2,6-difluorophenyl)-1,2-benzoxazol-3-yl]-3-oxohexahydro-1H-pyrrolo[1,2-c]imidazol-6-yl}methanesulfonamide